N-(4-(difluoromethoxy)-2,5-difluorophenyl)-4-(3-fluorophenyl)-1H-pyrrole-3-sulfonamide FC(OC1=CC(=C(C=C1F)NS(=O)(=O)C1=CNC=C1C1=CC(=CC=C1)F)F)F